(R)-2-((1-(3-cyano-2-(4-methoxy-4-methylpiperidin-1-yl)-7-methyl-4-oxo-4H-pyrido[1,2-a]pyrimidin-9-yl)ethyl)amino)benzoic acid C(#N)C1=C(N=C2N(C1=O)C=C(C=C2[C@@H](C)NC2=C(C(=O)O)C=CC=C2)C)N2CCC(CC2)(C)OC